[N+](=O)([O-])C=1C=CC(=NC1)SSCCC(=O)O 3-((5-Nitropyridin-2-yl)disulfanyl)propanoic acid